Cl.Cl.CC=1N=CC(=NC1)NC=1C=C(C(=NC1)C=1N=NC(=CC1)N1C[C@H](NCC1)C(C)C)O 5-[(5-methylpyrazin-2-yl)amino]-2-{6-[(3R)-3-(propan-2-yl)piperazin-1-yl]pyridazin-3-yl}pyridin-3-ol dihydrochloride